N-(3-(N-(tert-Butyl)sulfamoyl)phenyl)-6-(methylsulfonamido)-2-(6-azaspiro[2.5]octan-6-yl)nicotinamide C(C)(C)(C)NS(=O)(=O)C=1C=C(C=CC1)NC(C1=C(N=C(C=C1)NS(=O)(=O)C)N1CCC2(CC2)CC1)=O